FCC[C@@H]1CC[C@@H](N1C(=O)OC(C)(C)C)C(=O)OC 1-(tert-butyl) 2-methyl (2R,5S)-5-(2-fluoroethyl)pyrrolidine-1,2-dicarboxylate